C(C)(=O)NCC1=CC=C(S1)C=1C=C(C=C(C1)C=1C=NN(C1)C)C(C)NC(C1=C(C=CC(=C1)CNS(=O)(=O)C)C)=O N-(1-(3-(5-(acetamidomethyl)thiophen-2-yl)-5-(1-methyl-1H-pyrazol-4-yl)phenyl)ethyl)-2-methyl-5-(methylsulfonamidomethyl)benzamide